C(#N)[C@]1(CC12CC2)C=2C=C1C=C(N=CC1=CC2)NC(=O)[C@@H]2CN(CC2)CC(F)(F)F (S)-N-(6-((S)-1-cyanospiro[2.2]pentan-1-yl)isoquinolin-3-yl)-1-(2,2,2-trifluoroethyl)pyrrolidine-3-carboxamide